2-((1R,3S,5R)-3-((6-bromopyridin-2-yl)carbamoyl)-2-azabicyclo[3.1.0]hex-2-yl-2-oxoethyl)-5-((2-pyrrolidin-1-yl)pyrimidin-5-yl)-1H-indazole-3-carboxamide BrC1=CC=CC(=N1)NC(=O)[C@H]1N([C@@H]2C[C@@H]2C1)C(CN1NC2=CC=C(C=C2C1C(=O)N)C=1C=NC(=NC1)N1CCCC1)=O